5-chloro-1-(4-methoxybenzyl)-6-methyl-1H-pyrazolo[3,4-b]Pyrazine ClC=1N=C2C(=NC1C)N(N=C2)CC2=CC=C(C=C2)OC